IC1=CC=C(CN2C(=CC3=CC=CC=C23)C2=NC3=C(N2C)C=CC(=C3)C(=O)N3C[C@@H](CCC3)NC(OC(C)(C)C)=O)C=C1 (R)-tert-butyl (1-(2-(1-(4-iodobenzyl)-1H-indol-2-yl)-1-methyl-1H-benzo[d]imidazole-5-carbonyl)piperidin-3-yl)carbamate